2-Hydroxyphenylbenz-triazole OC1=C(C=CC=C1)C1=CC=CC=2NN=NC21